Tert-butyl N-[4-[5-[1-(2,6-dioxo-3-piperidyl)-3-methyl-2-oxo-benzimidazol-5-yl]pentylcarbamoyl]cyclohexyl]-N-methyl-carbamate O=C1NC(CCC1N1C(N(C2=C1C=CC(=C2)CCCCCNC(=O)C2CCC(CC2)N(C(OC(C)(C)C)=O)C)C)=O)=O